N-(5-chloro-1,3,4-thiadiazol-2-yl)-2-((1-isopropyl-4-oxo-4,5-dihydro-1H-pyrazolo[3,4-d]pyrimidin-6-yl)thio)acetamide ClC1=NN=C(S1)NC(CSC=1NC(C2=C(N1)N(N=C2)C(C)C)=O)=O